P(=O)(OC1CCCC1)(OC1=CC=C(C=C1)[N+](=O)[O-])OC1=CC=C(C=C1)[N+](=O)[O-] cyclopentyl bis(4-nitrophenyl) phosphate